(S)-1-(4-((1-(5-(3-cyano-5-fluorophenyl)-4,5-dihydro-1H-pyrazole-1-carbonyl)azetidin-3-yl)oxy)-5-fluoropyridin-2-yl)-3,5-dimethyl-1H-pyrazole-4-carboxylic acid C(#N)C=1C=C(C=C(C1)F)[C@@H]1CC=NN1C(=O)N1CC(C1)OC1=CC(=NC=C1F)N1N=C(C(=C1C)C(=O)O)C